C1(=CC=CC=C1)C(C)C1=CC=C(C=C1)O 4-(1-phenylethyl)phenol